hydroxy isobutyl ketone C(C(C)C)C(=O)O